C1(=CC=C(C=C1)C(=O)Cl)C1=CC=C(C=C1)C(=O)Cl 1,1'-biphenyl-4,4'-dicarbonyl dichloride